C(CCC)C(CO)(CCCCCCC(CO)(C)CCCC)C 2,9-dibutyl-2,9-dimethyldecane-1,10-diol